4-Methoxy-5-(1,1,1-trifluoropropan-2-yl)pyrazolo[1,5-a]pyridin-3-amine COC=1C=2N(C=CC1C(C(F)(F)F)C)N=CC2N